C(=O)C1(CCCCC1)CC(=O)OCC ethyl 2-(1-formylcyclohexyl)acetate